ethyl (1-(4-((3-(4-(difluoromethoxy) phenyl)imidazo[1,2-a]pyrazin-8-yl)amino)-2-methylbenzoyl) piperidine-4-yl)carbamate FC(OC1=CC=C(C=C1)C1=CN=C2N1C=CN=C2NC2=CC(=C(C(=O)N1CCC(CC1)NC(OCC)=O)C=C2)C)F